O=S1(CCCC1)=NC=1C=CC=C2CCC(C12)=O 7-((1-oxotetrahydro-thiophen-1-ylidene)amino)-2,3-dihydro-1H-inden-1-one